C(#N)C=1C=C2C[C@H](COC2=CC1)NC(=O)C1=NN2C(OC(CC2)C2=C(C=CC=C2)F)=C1 N-((R)-6-cyanochroman-3-yl)-5-(2-fluorophenyl)-6,7-dihydro-5H-pyrazolo[5,1-b][1,3]oxazine-2-carboxamide